C(C)(C)(C)OC(=O)N1[C@H](C[C@@H](CC1)N(C)C1=CC=C2C(=NN(C2=C1)C)C1C(NC(CC1)=O)=O)C (2S,4R)-4-[[3-(2,6-dioxo-3-piperidyl)-1-methyl-indazol-6-yl]-methyl-amino]-2-methyl-piperidine-1-carboxylic acid tert-butyl ester